C(C1=CC=CC=C1)OC1=NC(=CC=C1C1=NN(C2=CC(=CC=C12)N(C1CCC2(CN(C2)C(=O)OC(C)(C)C)CC1)C)C)OCC1=CC=CC=C1 tert-butyl 7-((3-(2,6-bis(benzyloxy)pyridin-3-yl)-1-methyl-1H-indazol-6-yl)(methyl)amino)-2-azaspiro[3.5]nonane-2-carboxylate